[Si](C)(C)(C(C)(C)C)OCCCNCCCO[Si](C)(C)C(C)(C)C 3-[tert-butyl(dimethyl)silyl]oxy-N-[3-[tert-butyl(dimethyl)silyl]oxypropyl]propan-1-amine